tert-butyl 4-(((4-((5-cyclopropyl-1H-pyrazol-3-yl)amino)pyrimidin-2-yl)(methyl)amino)methyl)-2-azabicyclo[2.1.1]hexane-2-carboxylate C1(CC1)C1=CC(=NN1)NC1=NC(=NC=C1)N(C)CC12CN(C(C1)C2)C(=O)OC(C)(C)C